(2S)-N-[2-(1-benzylpiperidin-4-yl)ethyl]-2-methyl-4-[4-(trifluoromethoxy)phenyl]piperazine-1-carboxamide C(C1=CC=CC=C1)N1CCC(CC1)CCNC(=O)N1[C@H](CN(CC1)C1=CC=C(C=C1)OC(F)(F)F)C